7-fluoro-4-(1-methylcyclopropyl)isoquinolin-1(2H)-one FC1=CC=C2C(=CNC(C2=C1)=O)C1(CC1)C